tert-Butyl 4-[4-[3-[(5-cyanopyrazin-2-yl)amino]-1H-pyrazol-5-yl]-3-methoxy-phenyl]-4-fluoro-piperidine-1-carboxylate C(#N)C=1N=CC(=NC1)NC1=NNC(=C1)C1=C(C=C(C=C1)C1(CCN(CC1)C(=O)OC(C)(C)C)F)OC